ClP(C(C=C(C)C)P(C1CCCC1)(C1CCCC1)(C1CCCC1)Cl)(C1CCCC1)(C1CCCC1)C1CCCC1.[Ru+2] Ruthenium (II) dichloro(3-methyl-2-butenylidene)bis(tricyclopentylphosphine)